2-hydroxy-4-methoxy-6-(3,4,5-trimethoxyphenethyl)benzoic acid OC1=C(C(=O)O)C(=CC(=C1)OC)CCC1=CC(=C(C(=C1)OC)OC)OC